methyl 5-bromo-4-methylpyridine-3-carboxylate BrC=1C(=C(C=NC1)C(=O)OC)C